((2-(4-fluorobenzyloxy)naphthalen-1-yl)methyl)-4-methylpiperazin-1-amine FC1=CC=C(COC2=C(C3=CC=CC=C3C=C2)CC2N(CCN(C2)C)N)C=C1